1-methyl-5-(4,4,5,5-tetramethyl-1,3,2-dioxaborolane-2-yl)pyridin-2(1H)-one CN1C(C=CC(=C1)B1OC(C(O1)(C)C)(C)C)=O